C1(CC1)COC=1C=C(CCC2=CC(NC=N2)=O)C=CC1OC(F)F 6-(3-(cyclopropylmethoxy)-4-(difluoromethoxy)phenethyl)pyrimidine-4(3H)-one